Methyl (2S)-1-(3,4-diamino-2-fluorophenyl)pyrrolidine-2-carboxylate NC=1C(=C(C=CC1N)N1[C@@H](CCC1)C(=O)OC)F